N,N-dimethyl-N-ethylcycloheptylammonium C[N+](CC)(C)C1CCCCCC1